propionoic anhydride C(CC)(=O)OC(CC)=O